2-(4-(2-(3,4-dimethoxyphenyl)-3-ethyl-1H-indol-5-yl)piperidin-1-yl)-N-methylethyl-amine COC=1C=C(C=CC1OC)C=1NC2=CC=C(C=C2C1CC)C1CCN(CC1)CCNC